(2S)-2-(benzyloxy)propanal C(C1=CC=CC=C1)O[C@H](C=O)C